C(=O)(OCC1C2=CC=CC=C2C2=CC=CC=C12)N[C@](C)(C=O)CCCC=C (S)-N-Fmoc-alpha-(4-pentenyl)alanineAl